BrC=1SC(=CN1)N1CCC(CC1)OCC=1C(=NOC1C1CC1)C1=C(C=CC=C1Cl)Cl 4-(((1-(2-bromothiazol-5-yl)piperidin-4-yl)oxy)methyl)-5-cyclopropyl-3-(2,6-dichlorophenyl)isoxazole